[C@H](C)(CC)[C@@H]1N(CC2=C(NC1=O)C=CC=C2)C(=O)N2C[C@@H](CC2)O (S)-3-((S)-sec-butyl)-4-((R)-3-hydroxypyrrolidine-1-carbonyl)-1,3,4,5-tetrahydro-2H-benzo[e][1,4]diazepin-2-one